N-[(2-aminoquinolin-7-yl)methyl]-N-[2-(hydroxymethyl)pyridin-3-yl]acetamide NC1=NC2=CC(=CC=C2C=C1)CN(C(C)=O)C=1C(=NC=CC1)CO